C(C)C1=C(NC2=CC=C(C=C12)OCCN1CCCC1)C1=CC(=NC=C1)C 3-ethyl-2-(2-methylpyridin-4-yl)-5-(2-(pyrrolidin-1-yl)ethoxy)-1H-indole